4-((6-(dodecyloxy)-6-oxohexyl)dimethylammonio)butane-1-sulfonic acid C(CCCCCCCCCCC)OC(CCCCC[N+](CCCCS(=O)(=O)O)(C)C)=O